4-(1-(3-fluoro-7-methoxy-1-methyl-9H-pyrido[3,4-b]indol-9-yl)propan-2-yl)morpholine FC1=CC2=C(N(C3=CC(=CC=C23)OC)CC(C)N2CCOCC2)C(=N1)C